7-[[5-(4-methylpiperazin-1-yl)-2-pyridyl]amino]-4-(1H-pyrrolo[2,3-b]pyridin-3-yl)-2,3-dihydro-pyrrolo[3,4-c]pyridin-1-one CN1CCN(CC1)C=1C=CC(=NC1)NC=1C2=C(C(=NC1)C1=CNC3=NC=CC=C31)CNC2=O